2-chloro-N-[3-methyl-5-(2-phenylethynyl)-2-pyridyl]-5-(2-methylpyrazol-3-yl)benzamide ClC1=C(C(=O)NC2=NC=C(C=C2C)C#CC2=CC=CC=C2)C=C(C=C1)C=1N(N=CC1)C